Cl.Cl.C12CN(CC(CC1)N2)C2=CC=C(C#N)C=C2 4-(3,8-diazabicyclo[3.2.1]octane-3-yl)benzonitrile 2HCl